6-(2,7-dimethyl-2H-indazol-5-yl)-8-fluoro-2-(piperidin-4-yl)quinazoline hydrochloride Cl.CN1N=C2C(=CC(=CC2=C1)C=1C=C2C=NC(=NC2=C(C1)F)C1CCNCC1)C